NC[C@@H]1[C@H]([C@@H]([C@H]([C@@H](OC)O1)OCCCCCCCCCCCCCC)OCCCCCCCCCCCCCC)O methyl 6-Deoxy-6-amino-2,3-di-O-tetradecyl-α-D-glucopyranoside